C(C)(C)C1=CC=C(\C=C/2\C(N(C(C2)=O)C(CCCCCC[NH-])O)=O)C=C1 (E)-7-(3-(4-isopropylbenzylidene)-2,5-diketopyrrolidinyl)-N-hydroxyheptylamide